C(C)N(C1=NN(C(C2=CC=3SC=NC3N12)=O)CC(=O)O)C 2-[12-[ethyl(methyl)amino]-9-oxo-5-thia-1,3,10,11-tetrazatricyclo-[6.4.0.02,6]dodeca-2(6),3,7,11-tetraen-10-yl]acetic acid